ClC1=NC=C(C(=C1)C(=O)NCC(C1=CC=CC=C1)(F)F)OC1=CC(=CC=C1)C1CC1 2-chloro-5-(3-cyclopropyl-phenoxy)-N-(2,2-difluoro-2-phenyl-ethyl)pyridine-4-carboxamide